C(C)OC(=O)C=1N(C2=CC(=CC=C2C1)Br)CC1CC1 6-Bromo-1-(cyclopropylmethyl)-1H-indole-2-carboxylic acid ethyl ester